N-(4-{8-[(2-cyano-2-methylideneethyl)amino]-7-methoxynaphthalen-2-yl}pyridin-2-yl)acetamide C(#N)C(CNC=1C(=CC=C2C=CC(=CC12)C1=CC(=NC=C1)NC(C)=O)OC)=C